(3S,4R)-4-phenyl-N-{4-[6-(trifluoromethyl)pyridin-3-yl]Phenyl}4-phenylpyrrolidine-3-Carboxamide C1(=CC=CC=C1)C1([C@@H](CNC1)C(=O)NC1=CC=C(C=C1)C=1C=NC(=CC1)C(F)(F)F)C1=CC=CC=C1